C(CCCC)(=O)NO pentanoylhydroxylamine